2-({2-fluoro-4-methyl-5-[(3,3,3-trifluoropropyl)sulfinyl]phenyl}imino)-3-(2,2,2-trifluoroethyl)-1,3-thiazolidin-4-one FC1=C(C=C(C(=C1)C)S(=O)CCC(F)(F)F)N=C1SCC(N1CC(F)(F)F)=O